N[C@H]1CN(C[C@@H](C1)F)C(=O)C=1C=C(C=2N(C1)N=C(C2C)C2=CC=1C(=NC=CC1)N2CC2CC2)F ((3R,5R)-3-amino-5-fluoropiperidin-1-yl)(2-(1-(cyclopropylmethyl)-1H-pyrrolo[2,3-b]pyridin-2-yl)-4-fluoro-3-methylpyrazolo[1,5-a]pyridin-6-yl)methanone